glycyl-L-2-methyl-prolyl-L-glutamic acid 1,5-diethyl ester C(C)OC([C@@H](NC([C@]1(N(CCC1)C(CN)=O)C)=O)CCC(=O)OCC)=O